BrC=1C=NC(=NC1)N[C@H]1CN(CC1)C1=NC=CC2=CC(=CC=C12)CC#CC[NH-] (R)-N-(1-(3-((5-bromopyrimidin-2-yl)amino)pyrrolidin-1-yl)isoquinolin-6-yl)but-2-ynylamide